4-((17-azido-3,6,9,12,15-pentaoxaheptadecyl)oxy)-6-methoxyquinoline N(=[N+]=[N-])CCOCCOCCOCCOCCOCCOC1=CC=NC2=CC=C(C=C12)OC